COC1=C(CN2C(C(CC2=O)(C(=O)O)S(=O)(=O)C2=CC=C(C)C=C2)C2=CC=CC=C2)C=CC(=C1)OC 1-(2,4-dimethoxy-benzyl)-5-oxo-2-phenyl-3-p-toluenesulfonyl-pyrrolidine-3-carboxylic acid